COC(=O)C1=CN(C=C1)CC(C)NC(=O)OC(C)(C)C 1-(2-((t-butoxycarbonyl)amino)propyl)-1H-pyrrole-3-carboxylic acid methyl ester